(9H-fluoren-9-yl)methyl 4-(5-(((5-chlorothiophen-2-yl)methyl)amino)-1-(3-hydroxy-2,2-dimethylpropanoyl)-1H-pyrazol-3-yl)piperidine-1-carboxylate ClC1=CC=C(S1)CNC1=CC(=NN1C(C(CO)(C)C)=O)C1CCN(CC1)C(=O)OCC1C2=CC=CC=C2C=2C=CC=CC12